2-(((2-(4-(2-hydroxyethyl)piperazin-1-yl)ethyl)amino)methylene)benzofuran-3(2H)-one OCCN1CCN(CC1)CCNC=C1OC2=C(C1=O)C=CC=C2